(S)-3-(2-bromo-5-carbamoylphenyl)-2-((R)-1-(tert-butoxycarbonyl)pyrrolidin-3-yl)propionic acid BrC1=C(C=C(C=C1)C(N)=O)C[C@H](C(=O)O)[C@@H]1CN(CC1)C(=O)OC(C)(C)C